Ethyl 5-(4-methoxybenzyl)-4H-1,2,4-triazol-3-carboxylate COC1=CC=C(CC=2NC(=NN2)C(=O)OCC)C=C1